5-(3-Isopropylphenyl)-1,3,3,5,7-pentamethyloctahydrobenzo[c]isoxazol C(C)(C)C=1C=C(C=CC1)C1(CC2C(N(OC2(C)C)C)C(C1)C)C